1,3-bis(2-mercaptoethylthio)benzene SCCSC1=CC(=CC=C1)SCCS